C(C)(C)(C)OC(=O)N1C2C(CC1)COC2 hexahydro-1H-furo[3,4-b]Pyrrole-1-carboxylic acid tert-butyl ester